FC1=C2C(C=C(NC2=CC(=C1C#CC(C)(C)F)F)C=1C=C(C#N)C=CC1S(=O)(=O)C)=O 3-(5,7-Difluoro-6-(3-fluoro-3-methylbut-1-yn-1-yl)-4-oxo-1,4-dihydroquinolin-2-yl)-4-(methylsulfonyl)benzonitrile